1,3-dimethyl-4-nitro-1H-pyrazole-5-carboxylic acid ethyl ester C(C)OC(=O)C1=C(C(=NN1C)C)[N+](=O)[O-]